4-amino-(3,4-dicyanophenoxy)benzene NC1=CC=C(C=C1)OC1=CC(=C(C=C1)C#N)C#N